(S)-1-Methyl-2-((3-(2-oxo-1-(thiophen-3-yl)-1,2-dihydro-3H-imidazo[4,5-b]pyridin-3-yl)pyrrolidin-1-yl)methyl)-1H-imidazole-5-carboxylic Acid CN1C(=NC=C1C(=O)O)CN1C[C@H](CC1)N1C(N(C=2C1=NC=CC2)C2=CSC=C2)=O